TRIETHYLSILYL TRIFLATE O(S(=O)(=O)C(F)(F)F)[Si](CC)(CC)CC